6-chloro-2-methyl-4-(trifluoromethyl)pyridazin-3(2H)-one ClC=1C=C(C(N(N1)C)=O)C(F)(F)F